5-[(2-chloro-5-fluorophenyl)carbonyl]-6-fluoro-1-[(4-methoxyphenyl)methyl]-2-oxo-3H-benzo[d]imidazole-4-carbonitrile ClC1=C(C=C(C=C1)F)C(=O)C1=C(C2=C(N(C(N2)=O)CC2=CC=C(C=C2)OC)C=C1F)C#N